1-(4-methylphenyl)-1-methylethylamine CC1=CC=C(C=C1)C(C)(C)N